2-(2-pyridyldithio)-4-pyridinol N1=C(C=CC=C1)SSC1=NC=CC(=C1)O